Cl.Cl.C(C)(C)NC(N)=N 3-isopropyl-guanidine dihydrochloride